ClC=1C(=NC(=NC1)NC1CCOCC1)C1=CC2=C(C(N(C2=O)C(C(=O)O)C)(C)C)S1 2-(2-(5-chloro-2-((tetrahydro-2H-pyran-4-yl)amino)pyrimidin-4-yl)-6,6-dimethyl-4-oxo-4,6-dihydro-5H-thieno[2,3-c]pyrrol-5-yl)propionic acid